NC=1C=C(C=C(C1)C(F)(F)F)[C@@H](C)NC(=O)C=1C=2N(C=C(C1)C#CC1=CC=NC=C1)C[C@H](N2)C (R)-N-((R)-1-(3-amino-5-(trifluoromethyl)phenyl)ethyl)-2-methyl-6-(pyridin-4-ylethynyl)-2,3-dihydroimidazo[1,2-a]pyridine-8-carboxamide